ClC1=NN2C(N=CC(=C2[C@H](C)OC)NC2=CC=C(C=C2)[C@@H](C(F)(F)F)N(C(=O)C2CCC(CC2)CNC(OC(C)(C)C)=O)C)=N1 tert-butyl N-[(4-{[(1S)-1-[4-({2-chloro-7-[(1S)-1-methoxyethyl]-[1,2,4]triazolo[1,5-a]pyrimidin-6-yl}amino)phenyl]-2,2,2-trifluoroethyl](methyl)carbamoyl}cyclohexyl)methyl]carbamate